1-cyclopentyl-2-oxo-7-((1,2,3,4-tetrahydroisoquinolin-6-yl)amino)-1,2-dihydro-1,6-naphthyridine-3-carbonitrile C1(CCCC1)N1C(C(=CC2=CN=C(C=C12)NC=1C=C2CCNCC2=CC1)C#N)=O